di(pentadecan-7-yl) 3,3'-(((1-(4-hydroxybutyl)-1H-pyrazol-4-yl)methyl)azanediyl)dipropionate OCCCCN1N=CC(=C1)CN(CCC(=O)OC(CCCCCC)CCCCCCCC)CCC(=O)OC(CCCCCC)CCCCCCCC